N-[(5-chlorothiophen-2-yl)methyl]-3-{1-[(4-methoxyphenyl)methyl]piperidin-4-yl}-1H-pyrazol-5-amine ClC1=CC=C(S1)CNC1=CC(=NN1)C1CCN(CC1)CC1=CC=C(C=C1)OC